C(CCC)C=1N(C2=C(N1)C(=CC(=C2)C2=NC1=C(N2C)C=CC=C1)C)CC1=CC(=C(C=C1)C=1C(=CC=CC1)S(=O)(=O)NC1=NOC(=C1C)C)COCC 4'-((2'-butyl-1,7'-dimethyl-1H,3'H-[2,5'-bibenzo[d]imidazol]-3'-yl)methyl)-N-(4,5-dimethylisoxazol-3-yl)-2'-(ethoxymethyl)-[1,1'-biphenyl]-2-sulfonamide